nonyl 8-((4-hydroxybutyl)amino)-2-methyloctanoate OCCCCNCCCCCCC(C(=O)OCCCCCCCCC)C